BrC=1C=C(C=C(C1)F)[C@@H](CO)N1C(C=C(C=C1)C=1C=C2C(=NNC2=CC1)NC)=O (S)-1-(1-(3-bromo-5-fluorophenyl)-2-hydroxyethyl)-4-(3-(methylamino)-1H-indazol-5-yl)pyridin-2(1H)-one